C(C=C)(=O)N1C[C@@H](N(CC1)C1=NC(N2C3=C(C(=C(C=C13)C(F)(F)F)C1=CC=C(C=C1)F)SC[C@@H]2CC2CCN(CC2)CC(F)F)=O)C (S)-7-((S)-4-acryloyl-2-methylpiperazin-1-yl)-3-((1-(2,2-difluoroethyl)piperidin-4-yl)methyl)-10-(4-fluorophenyl)-9-(trifluoromethyl)-2H-[1,4]thiazino[2,3,4-ij]quinazolin-5(3H)-one